C(CCCCCCC)C(C(=O)O)=C.C(C=C)(=O)OCCCCCCCC n-octyl acrylate (n-octylacrylate)